FC1=CC2=C(NC(N(S2(=O)=O)CC2=CC=C(C(=O)NO)C=C2)=O)C=C1 4-((7-fluoro-1,1-dioxo-3-oxo-3,4-dihydro-2H-benzo[e][1,2,4]thiadiazin-2-yl)methyl)-N-hydroxybenzoamide